1-(5-bromothiophene-3-yl)ethane-1-one tert-Butyl-2-chloro-4-(methylamino)-6,8-dihydro-5H-pyrido[3,4-d]pyrimidine-7-carboxylate C(C)(C)(C)OC(=O)N1CC=2N=C(N=C(C2CC1)NC)Cl.BrC1=CC(=CS1)C(C)=O